CC1=CC=C(O1)C=1C=CC=C(C1)O 5-(5-methylfuran-2-yl)phenol